CC(=CCC/C(=C\CCC(=C)C=C)/C)C cis-beta-Farnesene